FC1=CC=C(OC2=CC=C(C(=O)NCC(=O)N3[C@@H](CC(C3)COC)C(=O)OC)C=C2)C=C1 methyl (2S)-1-((4-(4-fluorophenoxy)benzoyl)glycyl)-4-(methoxymethyl)pyrrolidine-2-carboxylate